4-(5-Amino-3-(tert-butyl)-1H-pyrazol-1-yl)phenol NC1=CC(=NN1C1=CC=C(C=C1)O)C(C)(C)C